tert-Butyl (S)-(7-((5,6-dihydro-[1,2,4]triazolo[1,5-a]pyrazin-7(8H)-yl)methyl)-5-methyl-4-oxo-2,3,4,5-tetrahydrobenzo[b][1,4]oxazepin-3-yl)carbamate N=1C=NN2C1CN(CC2)CC2=CC1=C(OC[C@@H](C(N1C)=O)NC(OC(C)(C)C)=O)C=C2